1-[3-[[4-(3-bromo-4-fluorophenyl)-5-oxo-4,5-dihydro-1,2,4-oxadiazol-3-yl]methylphenyl]phenyl]-3-pyrimidyl-urea BrC=1C=C(C=CC1F)N1C(=NOC1=O)CC1=C(C=CC=C1)C=1C=C(C=CC1)NC(=O)NC1=NC=CC=N1